NC1=NC=C(C2=C1C(=C(N2C)C2=C(C=C(C=C2)NC(C(=C)C)=O)F)C2=CC=C(C=C2)OC2=NC=C(C(=N2)C)F)C#N N-(4-(4-amino-7-cyano-3-(4-((5-fluoro-4-methylpyrimidin-2-yl)oxy)phenyl)-1-methyl-1H-pyrrolo[3,2-c]pyridin-2-yl)-3-fluorophenyl)methacrylamide